(2,3-dibromo-4,5-dihydroxyphenyl)-3-(4-(4-ethoxyphenoxy)phenyl)-4,5-dihydro-1H-pyrazole-1-formaldehyde BrC1=C(C=C(C(=C1Br)O)O)C1C(=NN(C1)C=O)C1=CC=C(C=C1)OC1=CC=C(C=C1)OCC